C1(NC=C2C(C=CC=C12)=O)=O isoindole-1,4-dione